C(C1=CC=CC=C1)OC1=CC=C2C(=C(N=C(C2=C1)Cl)C1CCOCC1)C1=CC=C(C=C1)F 7-benzyloxy-1-chloro-4-(4-fluorophenyl)-3-tetrahydropyran-4-yl-isoquinoline